ClC=1C(=CC(=C(CN[C@H](CO)C(=O)O)C1)OCC1=CC(=CC=C1)C#N)OCC=1C(N(C=CC1)C1=CC2=C(OCCO2)C=C1)=O (5-chloro-2-((3-cyanobenzyl)oxy)-4-((1-(2,3-dihydrobenzo[b][1,4]dioxin-6-yl)-2-oxo-1,2-dihydropyridin-3-yl)methoxy)benzyl)-D-serine